1-(6Z,9Z,12Z-octadecatrienoyl)-2-(9Z,12Z-octadecadienoyl)-glycero-3-phosphocholine CCCCC/C=C\C/C=C\CCCCCCCC(=O)O[C@H](COC(=O)CCCC/C=C\C/C=C\C/C=C\CCCCC)COP(=O)([O-])OCC[N+](C)(C)C